C(CC)(=O)O[N+]#[C-] isocyano propionate